FC(C1=NN=C(O1)C=1C=CC(=NC1)CN1N=C(N=N1)C=1C=C(C(=O)N)C=CC1)F 3-(2-((5-(5-(difluoromethyl)-1,3,4-oxadiazol-2-yl)pyridin-2-yl)methyl)-2H-tetrazol-5-yl)benzamide